COC(CCNCCC)C N-(3-methoxybutyl)propylamine